ClC1=C(C=CC(=C1)OC1=NC=NC2=CC(=C(C=C12)OC)O)NC(=O)NC1=CC=NN1C 1-(2-chloro-4-((7-hydroxy-6-methoxyquinazolin-4-yl)oxy)phenyl)-3-(1-methyl-1H-pyrazol-5-yl)urea